8-(naphthalen-1-ylmethyl)-6-oxo-2-propyl-9-(3-(trifluoromethyl)phenyl)-3,4-dihydro-2H,6H-pyrido[1,2-e][1,2,5]thiadiazine-4-carboxylic acid 1,1-dioxide C1(=CC=CC2=CC=CC=C12)CC=1C(=C2N(C(CN(S2(=O)=O)CCC)C(=O)O)C(C1)=O)C1=CC(=CC=C1)C(F)(F)F